C(C)OC(C(C)(C)C(C)OC(=O)NS(=O)(=O)CC)=O 1-{[(ethylsulfonamido)carbonyl]oxy}ethyl-2-methylpropionic acid ethyl ester